N-[(1R,3S)-3-[[2-(difluoromethyl)-4-quinolyl]amino]cyclohexyl]-4-methoxy-benzamide FC(C1=NC2=CC=CC=C2C(=C1)N[C@@H]1C[C@@H](CCC1)NC(C1=CC=C(C=C1)OC)=O)F